5-(pyrrolidin-1-yl)-3-((trimethylsilyl)ethynyl)pyridazine N1(CCCC1)C=1C=C(N=NC1)C#C[Si](C)(C)C